CCCS(=O)(=O)O.COC1=C2C(=NC(=NC2=CC=C1)C(F)(F)F)C=1C=NC(=NC1)C(F)(F)F 5-methoxy-2-(trifluoromethyl)-4-[2-(trifluoromethyl)pyrimidin-5-yl]quinazoline gamma-propanesulfonate